4-[3-[(acetoxy)methyl]-4-bromophenoxy]benzonitrile C(C)(=O)OCC=1C=C(OC2=CC=C(C#N)C=C2)C=CC1Br